6-[(2S)-2-aminopropyl]-2-chloro-7-methyl-N-[(1H-pyrrol-3-yl)methyl]thieno[3,2-d]pyrimidin-4-amine N[C@H](CC1=C(C=2N=C(N=C(C2S1)NCC1=CNC=C1)Cl)C)C